C(C)(C)C1=NOC2=C1C(CCC2)=O 3-isopropyl-6,7-dihydrobenzo[d]isoxazol-4(5H)-one